O1C(COCC1)C(CCCC(=O)[O-])C(=O)[O-] dioxane-adipate